ClC=1C(NN=CC1OC[C@H]1O[C@@H](CC1)CC(=O)N1CCN(CC1)C1=NC=C(C=N1)Cl)=O 4-Chloro-5-[[(2S,5S)-5-[2-[4-(5-chloropyrimidin-2-yl)piperazin-1-yl]-2-oxoethyl]oxolan-2-yl]methoxy]-2,3-dihydropyridazin-3-one